(2R,3R,4R,5R,6R)-2-(acetoxymethyl)-6-(propa-1,2-dien-1-yl)-4-(4-(3,4,5-trifluorophenyl)-1H-1,2,3-triazol-1-yl)tetrahydro-2H-pyran-3,5-diyl diacetate C(C)(=O)O[C@H]1[C@H](O[C@@H]([C@@H]([C@H]1N1N=NC(=C1)C1=CC(=C(C(=C1)F)F)F)OC(C)=O)C=C=C)COC(C)=O